2-hydroxy-6-[5-[(4-methyl-1-piperazinyl)carbonyl]-2-thienyl]-1-naphthalenecarboxaldehyde OC1=C(C2=CC=C(C=C2C=C1)C=1SC(=CC1)C(=O)N1CCN(CC1)C)C=O